C(C(=C)C)(=O)OCC(CC)[NH+](C)C 2-ethyldimethylammonioethyl methacrylate